2-chloro-4-((trans-4-methoxycyclohexyl)amino)pyrimidine-5-carboxylic acid ClC1=NC=C(C(=N1)N[C@@H]1CC[C@H](CC1)OC)C(=O)O